2-{[(tert-butoxy)carbonyl]amino}-2-[3-(trifluoromethyl)phenyl]butyl 2,2-dimethylpropanoate CC(C(=O)OCC(CC)(C1=CC(=CC=C1)C(F)(F)F)NC(=O)OC(C)(C)C)(C)C